ClCC1=NC2=C(N1CC1=CN=CN1CC1CC1)C=CC=C2 2-(chloromethyl)-1-((1-(cyclopropylmethyl)-1H-imidazol-5-yl)methyl)-1H-benzo[d]imidazole